BrC=1C=CC2=C(NC(=N2)N)C1 6-bromo-1H-benzo[d]imidazol-2-amine